4-methyl-2-imidazolidinethione CC1NC(NC1)=S